ClC1=C(C(=O)NC=2SC=C(N2)C=2SC=CC2)C=C(C=C1)NC(=O)[C@@H]1C([C@H]1C1=CC(=CC(=C1)Cl)Cl)(Cl)Cl trans-2-Chloro-5-(2,2-dichloro-3-(3,5-dichlorophenyl)cyclopropane-1-carboxamido)-N-(4-(thiophen-2-yl)thiazol-2-yl)benzamide